C(C)N1N=CC(=C1)NC(=O)C=1C(=CC=2N(C1)C(=C(N2)C(C2=CC=CC=C2)(C2=CC=CC=C2)O)CC)Cl 7-Chloro-3-ethyl-2-(hydroxy-diphenylmethyl)-imidazo[1,2-a]pyridine-6-carboxylic acid (1-ethyl-1H-pyrazol-4-yl)-amide